CC1=C(OC2=C1C=CC=C2)N2C=NC1=C2C=CC=C1 1-(3-methylbenzofuran-2-yl)-1H-benzimidazole